4-(trans-4-n-propylcyclohexyl)phenylboronic acid C(CC)[C@@H]1CC[C@H](CC1)C1=CC=C(C=C1)B(O)O